F[C@@H]1[C@@H]([C@H]2CN[C@@]1(CC2)C)OC2=CC=C(N=N2)C2=C(C=C(C=C2)C2=NC(N(C=N2)C)=O)O 4-(4-(6-(((1R,4R,5R,6S)-6-fluoro-1-methyl-2-azabicyclo[2.2.2]octan-5-yl)oxy)pyridazin-3-yl)-3-hydroxyphenyl)-1-methyl-1,3,5-triazin-2(1H)-one